C(C1=CC=CC=C1)N1CCP(CC1)(=O)C=1C=C(CC2=NNC(C3=CC=CC=C23)=O)C=CC1F 4-(3-(1-benzyl-4-oxido-1,4-azaphosphinan-4-yl)-4-fluorobenzyl)phthalazin-1(2H)-one